ClC=1N=C(C(=NC1COCC(F)(F)F)N1CCC(CC1)C(=O)O)C1=CC=C(C=C1)OC 1-(5-chloro-3-(4-methoxyphenyl)-6-((2,2,2-trifluoroethoxy)methyl)pyrazin-2-yl)piperidine-4-carboxylic acid